(1R,2R)-cyclopropane-1,2-dicarboxylic acid monoethyl ester C(C)OC(=O)[C@H]1[C@@H](C1)C(=O)O